Ethyl 3-[2-chloro-5-[5-chloro-3-(trifluoromethyl)-2-pyridyl]-4-fluoro-phenyl]-5-methyl-4H-isoxazole-5-carboxylate ClC1=C(C=C(C(=C1)F)C1=NC=C(C=C1C(F)(F)F)Cl)C1=NOC(C1)(C(=O)OCC)C